3-(trifluoromethyl)crotonic acid FC(\C(=C/C(=O)O)\C)(F)F